4-(5-chloro-2-ethynylphenyl)-6-methoxypyrimidine ClC=1C=CC(=C(C1)C1=NC=NC(=C1)OC)C#C